Dimethyl 2,6-dimethyl-4-(2,4-dichlorophenyl)-1,4-dihydropyridine-3,5-dicarboxylate CC=1NC(=C(C(C1C(=O)OC)C1=C(C=C(C=C1)Cl)Cl)C(=O)OC)C